C(C)N(CCCC[Si](OCCC)(OCCC)OCCC)CC N,N-diethyl-4-aminobutyltri-n-propoxysilane